C12(C(=O)CC(CC1)C2(C)C)CS(=O)(=O)[O-].COC(=O)OC2=CC=C(C=C2)[S+](C)C (4-((methoxycarbonyl)oxy)phenyl)dimethylsulfonium camphorsulfonate